CN1CNC(=CC1)C1=CC=CC=C1 1-methyl-4-phenyl-1,2,3,6-tetrahydropyrimidine